C(C)(C)(C)N(C(O)=O)[C@H](C(=O)N)C[C@H]1C(NC(C1)([2H])[2H])=O.CC(C)OC=1C=C2C=CC=NC2=CC1C(=O)N 6-(prop-2-yloxy)quinoline-7-carboxamide tert-butyl-((S)-1-amino-1-oxo-3-((S)-2-oxopyrrolidin-3-yl-5,5-d2)propyl)carbamate